N-(2-fluoro-4-methyl-5-(5-morpholino-6-((trimethylsilyl)ethynyl)pyridin-3-yl)phenyl)-2-(trifluoromethyl)isonicotinamide FC1=C(C=C(C(=C1)C)C=1C=NC(=C(C1)N1CCOCC1)C#C[Si](C)(C)C)NC(C1=CC(=NC=C1)C(F)(F)F)=O